C1OCC12CN(C2)C2CCC(CC2)N2C(NC1=C2C=C(C(=C1)C=1C(=C(C=2N(C1)N=CN2)C)C)C(C)C)=O 1-(4-(2-oxa-6-azaspiro[3.3]heptan-6-yl)cyclohexyl)-5-(7,8-dimethyl-[1,2,4]triazolo[1,5-a]pyridin-6-yl)-6-isopropyl-1,3-dihydro-2H-benzo[d]imidazol-2-one